C#CCCCCCCCCCCCC tetradec-1-yne